7-propenyl-deaza-adenine C(=CC)N1C=NC2=NC=CC(=C12)N